ClC1=CC=C(C=C1)C1=CC=C(C=C1)C1=CC=CC2=CC=CC=C12 1-[4'-chloro-(1,1'-biphenyl)-4-yl]Naphthalene